BrC=1OC=C(N1)C(F)(F)F 2-bromo-4-(trifluoromethyl)oxazole